CN1N=CC(=C1C1=CC=2N(C=C1)N=C(C2)NC2=NC(=NC=C2)C)O[C@@H]2CN(CC2)C 5-[2-methyl-4-[(3S)-1-methylpyrrolidin-3-yl]oxy-pyrazol-3-yl]-N-(2-methylpyrimidin-4-yl)pyrazolo[1,5-a]pyridin-2-amine